COC=1C(OC)=CC(CC=C)=CC1 eugenyl methyl ether